NC1[C@@H]2N(C(=C(CS2)CSC(=O)C=2OC=CC2)C(=O)O)C1=O 7-amino-3-(2-furoyl-thiomethyl)-3-cephem-4-carboxylic acid